CN(C(C(=O)O)C1=CC=CC=C1)C 2-(dimethylamino)-2-phenylacetic acid